CC1C[C@@]2([C@H]3CC[C@]4([C@H]([C@@H]3CC=C2C[C@@H]1O)CC[C@@H]4[C@H](C)CCCC(C)C)C)C beta-methyl-cholesterol